C(CCCCC)C(CCC)P(S(=O)(=O)C(F)(F)F)(S(=O)(=O)C(F)(F)F)(CCCC)CCCC hexyltributyl-bis(trifluoromethanesulfonyl)phosphine